C(=O)O.C(=O)O.C(#N)C1=NC(=NC(=C1)C)N1CCN(CC1)S(=O)(=O)C1=CC=C(C=C1)NC(C1=C(C=CC(=C1)CNCC(CO)CO)N(S(=O)(=O)C)C)=O N-(4-((4-(4-Cyano-6-methylpyrimidin-2-yl)piperazin-1-yl)sulfonyl)phenyl)-5-(((3-hydroxy-2-(hydroxymethyl)propyl)amino)methyl)-2-(N-methylmethylsulfonamido)benzamide diformate